ethyl-(methyl)phosphine oxide C(C)P(C)=O